ClC=1C(=NC=CC1C1=NC(=C(C=C1)CNC[C@@H]1CCC(N1)=O)OC)C1=C(C(=CC=C1)NC1=NC=CC(=C1F)CCCNCCO)Cl (S)-5-((((3'-chloro-2'-(2-chloro-3-((3-fluoro-4-(3-((2-hydroxyethyl)amino)propyl)pyridin-2-yl)amino)phenyl)-6-methoxy-[2,4'-bipyridin]-5-yl)methyl)amino)methyl)pyrrolidin-2-one